C(C1=CC=CC=C1)OC1=NC=C(C(=C1)C(=O)O)Br 2-(benzyloxy)-5-bromopyridine-4-carboxylic acid